4-(6-(5-fluoro-2-(methoxymethoxy)phenyl)-6-(1-methyl-2-oxyl-1,2-dihydropyridin-3-yl)Hexa-1,3-diyn-1-yl)-1H-pyrrole FC=1C=CC(=C(C1)C(CC#CC#CC=1C=CNC1)C=1C(N(C=CC1)C)O)OCOC